C(C)(C)(C)OC(=O)N1CCC(CC1)C1=CC(=NC(=N1)SC)C(=O)OC methyl 6-(1-tert-butoxycarbonyl-4-piperidyl)-2-methylsulfanyl-pyrimidine-4-carboxylate